Methyl 4-{[2-amino-4-(pentylamino)-5H-pyrrolo[3,2-d]pyrimidin-5-yl]methyl}-3-methoxybenzoate NC=1N=C(C2=C(N1)C=CN2CC2=C(C=C(C(=O)OC)C=C2)OC)NCCCCC